N-Ethyl-alpha-methyl-1,3-benzodioxole-5-ethanamine hydrochloride Cl.C(C)NC(CC1=CC2=C(OCO2)C=C1)C